ClC1=C(C=CC=2C3=C(NC12)CCN(C3C)C(=O)C3=NC=CC(=N3)OCCN(C)C)Cl (6,7-dichloro-1-methyl-1,3,4,5-tetrahydro-2H-pyrido[4,3-b]indol-2-yl)(4-(2-(dimethylamino)ethoxy)pyrimidin-2-yl)methanone